methyl-4-t-butylperoxy-2-pentanone CCC(CC(C)OOC(C)(C)C)=O